sodium 2-[(4S)-8-fluoro-2-[4-(3-methoxyphenyl)piperazin-1-yl]-3-[2-methoxy-5-(trifluoromethyl)phenyl]-4H-quinazolin-4-yl]acetic acid trihydrate O.O.O.FC=1C=CC=C2[C@@H](N(C(=NC12)N1CCN(CC1)C1=CC(=CC=C1)OC)C1=C(C=CC(=C1)C(F)(F)F)OC)CC(=O)O.[Na]